(Z)-3-(4-chlorophenyl)-2-methylbut-2-enoic acid ethyl ester C(C)OC(\C(=C(\C)/C1=CC=C(C=C1)Cl)\C)=O